C[NH+](C)CCOC(C1=CC=CC=C1)C2=CC=CC=C2.[Cl-] The molecule is the hydrochloride salt of diphenhydramine. It has a role as a H1-receptor antagonist, an antiemetic, a sedative, an anti-allergic agent, a muscarinic antagonist, an antiparkinson drug, an antipruritic drug and a local anaesthetic. It is a hydrochloride and an organoammonium salt. It contains a diphenhydramine.